4-((4S,5R)-5-((S,1E,3E,7E)-9-hydroxytetradec-1,3,7-trien-5-yn-1-yl)-2,2-dimethyl-1,3-dioxolan-4-yl)butanoic acid ethyl ester C(C)OC(CCC[C@@H]1OC(O[C@@H]1\C=C\C=C\C#C\C=C\[C@H](CCCCC)O)(C)C)=O